4-Chloro-N-[3-(piperidine-1-carbonyl)pyrazolo[1,5-a]pyridin-7-yl]benzamide ClC1=CC=C(C(=O)NC2=CC=CC=3N2N=CC3C(=O)N3CCCCC3)C=C1